4-((2-(methylsulfonyl)ethyl)(4-(5,6,7,8-tetrahydro-1,8-naphthyridin-2-yl)butyl)amino)butanoic acid CS(=O)(=O)CCN(CCCC(=O)O)CCCCC1=NC=2NCCCC2C=C1